C(C(O)CO)(=O)[O-].[Na+] Sodium Monoglycerate